N-(2-Bromo-4-(perfluoropropan-2-yl)-6-(trifluoromethyl)phenyl)-3-(N-(cyclopropylmethyl)-4-fluorobenzamido)-2-fluorobenzamid BrC1=C(C(=CC(=C1)C(C(F)(F)F)(C(F)(F)F)F)C(F)(F)F)NC(C1=C(C(=CC=C1)N(C(C1=CC=C(C=C1)F)=O)CC1CC1)F)=O